2-[(2E)-2-(aminomethyl)-3-fluoroprop-2-en-1-yl]-2,4-dihydro-3H-1,2,4-triazol-3-one NC/C(/CN1N=CNC1=O)=C\F